COC1=C(C=CC=2C=3N(C(=NC12)C=C(C=1C=NC=CC1)O)CCN3)OCC3OCCCC3 2-[7-methoxy-8-(tetrahydro-2H-pyran-2-ylmethoxy)-2,3-dihydroimidazo[1,2-c]quinazolin-5-yl]-1-pyridin-3-yl-vinyl alcohol